NCCCNCC1=CC=C(C(=O)NC2=CC=C(C=C2)S(=O)(=O)N2CCN(CC2)C2=NC(=NC(=C2)C(F)(F)F)Cl)C=C1 4-[(3-Aminopropylamino)methyl]-N-[4-[4-[2-chloro-6-(trifluoromethyl)pyrimidin-4-yl]piperazin-1-yl]sulfonylphenyl]benzamide